1-(2-(6-(difluoromethyl)imidazo[1,2-a]pyrazin-3-yl)pyrimidin-4-yl)-5-methylpiperidine-3-carboxylic acid methyl ester COC(=O)C1CN(CC(C1)C)C1=NC(=NC=C1)C1=CN=C2N1C=C(N=C2)C(F)F